C(C)(C)(C)OC(=O)N1C2(CC2)CC(CC1)N1N=C2C(N=C(C=C2C)C=2C=C(C=3N(N2)C=C(N3)C)C)=C1 7-[5-(2,8-dimethylimidazo[1,2-b]pyridazin-6-yl)-7-methyl-pyrazolo[4,3-b]pyridin-2-yl]-4-azaspiro[2.5]octane-4-carboxylic acid tert-butyl ester